(R)-3-(5-([1,1'-biphenyl]-3-yl)-1,3,4-oxadiazol-2-yl)-3-fluoropiperidine-1-carbonitrile C1(=CC(=CC=C1)C1=NN=C(O1)[C@@]1(CN(CCC1)C#N)F)C1=CC=CC=C1